tert-butyl(4-((2-cyclopropylethyl)(2-(2,6-dioxopiperidin-3-yl)-1-oxoisoindolin-4-yl)amino)-2,2-difluorobutyl)carbamate C(C)(C)(C)OC(NCC(CCN(C1=C2CN(C(C2=CC=C1)=O)C1C(NC(CC1)=O)=O)CCC1CC1)(F)F)=O